[Cl-].[Cl-].C1=CCCC=CCC1.[Pt+2] platinum (1,5-cyclooctadiene) dichloride